alanyl-cysteine N[C@@H](C)C(=O)N[C@@H](CS)C(=O)O